FC1=C(OC2=CC=CC=C2C1=O)C(=O)NC=1C=NC=CC1 3-fluoro-4-oxo-N-(pyridin-3-yl)-4H-chromene-2-carboxamide